(2S,5R)-5-(2-chlorophenyl)-1-(1-(2-cyano-4-methoxyphenyl)piperidine-4-carbonyl)pyrrolidine-2-carboxylic acid ClC1=C(C=CC=C1)[C@H]1CC[C@H](N1C(=O)C1CCN(CC1)C1=C(C=C(C=C1)OC)C#N)C(=O)O